2-benzyl-3-(benzyloxyamino)propanoic acid C(C1=CC=CC=C1)C(C(=O)O)CNOCC1=CC=CC=C1